C(CC)OC=1C(=NC(=CC1)C(F)(F)F)N propoxy-6-(trifluoromethyl)pyridin-2-amine